2-hydroxy-N-(5-phenoxypyridin-2-yl)pyrazolo[1,5-a]Pyridine-3-carboxamide OC1=NN2C(C=CC=C2)=C1C(=O)NC1=NC=C(C=C1)OC1=CC=CC=C1